1-butyl-3-vinylimidazolium bromide [Br-].C(CCC)N1C=[N+](C=C1)C=C